acroyloxyethylphosphorylcholine C(=O)(C=C)OCCP(=O)=C(O)C[N+](C)(C)C